FC1=CC=C(C=C1)[C@@H]1N(CCC2=CC=CC=C12)C(=O)[C@H]1C[C@H]2[C@@H](N(CCN2C)CC(F)(F)F)CO1 ((S)-1-(4-fluorophenyl)-3,4-dihydroisoquinolin-2(1H)-yl)((4aR,7R,8aS)-1-methyl-4-(2,2,2-trifluoroethyl)octahydro-2H-pyrano[3,4-b]pyrazin-7-yl)methanone